3-bromo-6-fluoro-4-methylbenzene-1,2-diamine BrC1=C(C(=C(C=C1C)F)N)N